(R)-3-(5-(4-((1-(4-((1R,2R)-2-cyclopentyl-6-hydroxy-1,2,3,4-tetrahydronaphthalen-1-yl)phenyl)piperidin-4-yl)methyl)piperazin-1-yl)-1-oxoisoindolin-2-yl)piperidine-2,6-dione C1(CCCC1)[C@@H]1[C@@H](C2=CC=C(C=C2CC1)O)C1=CC=C(C=C1)N1CCC(CC1)CN1CCN(CC1)C=1C=C2CN(C(C2=CC1)=O)[C@H]1C(NC(CC1)=O)=O